antimony tris(mercaptoethyl laurate) SCCC(C(=O)[O-])CCCCCCCCCC.SCCC(C(=O)[O-])CCCCCCCCCC.SCCC(C(=O)[O-])CCCCCCCCCC.[Sb+3]